1-(3-(4-amino-7-chloro-3-((3,5-dimethoxyphenyl)ethynyl)-1H-pyrazolo[4,3-c]pyridin-1-yl)pyrrolidin-1-yl)-2-fluoro-4,4-dimethylpent-2-en-1-one NC1=NC=C(C2=C1C(=NN2C2CN(CC2)C(C(=CC(C)(C)C)F)=O)C#CC2=CC(=CC(=C2)OC)OC)Cl